CC=1OC2=C(C1C(=O)O)C=C(C=C2)OCC=2N=CSC2C 2-methyl-5-((5-methylthiazol-4-yl)methoxy)benzofuran-3-carboxylic acid